CC1=CC=C(C=C1)CN1C(CCC1=O)C(C(=O)OC)C methyl 2-[1-[(4-methylphenyl)methyl]-5-oxopyrrolidin-2-yl]propionate